5-phenyl-6-(2,4-dimethylphenyl)-1H-benzimidazole-1-carboxylic acid methyl ester COC(=O)N1C=NC2=C1C=C(C(=C2)C2=CC=CC=C2)C2=C(C=C(C=C2)C)C